COC1=CC(=CC=2C3=C(C(=NC12)C)CN(C3)C(=O)NC(C)C)OC 1,3-dihydro-6,8-dimethoxy-4-methyl-N-(1-methylethyl)-2H-pyrrolo[3,4-c]quinoline-2-carboxamide